2-((1r,2s)-2-aminocyclooctyl)-3-bromo-5-chloro-N-(thiophen-2-ylmethyl)thieno[3,2-b]pyridin-7-amine N[C@@H]1[C@@H](CCCCCC1)C1=C(C2=NC(=CC(=C2S1)NCC=1SC=CC1)Cl)Br